11-(2,4-difluorophenyl)-3-methoxy-8-(piperazin-1-yl)-10-(trifluoromethyl)-3,4-dihydro-2H,6H-[1,4]thiazepino[2,3,4-ij]quinazolin-6-one FC1=C(C=CC(=C1)F)C1=C(C=C2C(=NC(N3C2=C1SCC(C3)OC)=O)N3CCNCC3)C(F)(F)F